2-Fluoro-3-(5-(4-(methylsulfonyl)piperazin-1-yl)-1H-pyrazolo[3,4-c]pyridine-1-yl)phenol FC1=C(C=CC=C1N1N=CC=2C1=CN=C(C2)N2CCN(CC2)S(=O)(=O)C)O